2-Amino-2-[(1R)-6-bromoindan-1-yl]acetic acid hydrobromide Br.NC(C(=O)O)[C@@H]1CCC2=CC=C(C=C12)Br